(3S)-3-{[(1S,3aR,6aS)-2-(4,6-dichloro-1H-indole-2-carbonyl)-hexahydro-1H-cyclopenta[c]pyrrol-1-yl]formamido}-2-oxo-4-[(3S)-2-oxopyrrolidin-3-yl]butyl 2,2-dimethylpropanoate CC(C(=O)OCC([C@H](C[C@H]1C(NCC1)=O)NC(=O)[C@H]1N(C[C@H]2[C@@H]1CCC2)C(=O)C=2NC1=CC(=CC(=C1C2)Cl)Cl)=O)(C)C